COC=1C=C(C=CC1)C1=C(C=CC2=CC=CC=C12)N(C)C 1-(3-Methoxyphenyl)-N,N-dimethylnaphthalen-2-amine